N-ethyl-3,6-dimethoxycarbazole C(C)N1C2=CC=C(C=C2C=2C=C(C=CC12)OC)OC